COC1=CC(=CC2=C1OC(C2CO)C3=CC(=C(C(=C3)OC)OC(CO)C(C4=CC(=C(C=C4)O)OC)O)OC)/C=C/CO The molecule is a guaiacyl lignin that is found in Arabidopsis thaliana. It has a role as a plant metabolite. It is a member of 1-benzofurans, a dimethoxybenzene, a guaiacyl lignin, a member of phenols, a primary alcohol and a secondary alcohol. It derives from a guaiacylglycerol and a coniferol.